2-(2-((1,1-dimethylethyl)sulfonamido)pyrimidin-4-yl)-N-(4-(6-ethoxypyrazin-2-yl)phenyl)-2-methylpropanamide CC(C)(C)S(=O)(=O)NC1=NC=CC(=N1)C(C(=O)NC1=CC=C(C=C1)C1=NC(=CN=C1)OCC)(C)C